N-(4-(3-(phenylsulfonylamino)phenyl)thiazol-2-yl)acetamide C1(=CC=CC=C1)S(=O)(=O)NC=1C=C(C=CC1)C=1N=C(SC1)NC(C)=O